3-chloro-2-(1-hydroxyethyl)phenol ClC=1C(=C(C=CC1)O)C(C)O